[I-].[I-].C(C)C1(C(=C(C(=C1C)C)C)C)[Zr+2]C1C(=CC2=C(C=CC(=C12)C)C)C (1-Ethyl-2,3,4,5-tetramethylcyclopentadienyl)(2,4,7-trimethylindenyl)zirconium diiodide